2-(methylsulfonyl)-4-(o-tolyl)-6-(trifluoromethyl)pyrimidine CS(=O)(=O)C1=NC(=CC(=N1)C1=C(C=CC=C1)C)C(F)(F)F